(S)-4-((2-(tert-butoxy)ethyl)(4-(5,6,7,8-tetrahydro-1,8-naphthyridin-2-yl)butyl)amino)-2-(3,5-dichloroisonicotinamido)butanoic acid C(C)(C)(C)OCCN(CC[C@@H](C(=O)O)NC(C1=C(C=NC=C1Cl)Cl)=O)CCCCC1=NC=2NCCCC2C=C1